BrC=1C(=NC=C(C1)CO[Si](C)(C)C(C)(C)C)OC 3-bromo-5-(((tert-butyldimethylsilyl)oxy)methyl)-2-methoxypyridine